OC1=C2C(=C(C=3C(C4=CC=C(C(=C4OC13)OC)OC)=O)O)C1=C(C3=C(C(=C1CC2)OC2OC(C(C(C2OC)OC)OC)C)CC(OC3=O)C)O 8,15,16-trihydroxy-10,11-dimethoxy-3-methyl-5-((3,4,5-trimethoxy-6-methyltetrahydro-2H-pyran-2-yl)oxy)-3,4,6,7-tetrahydropyrano[4',3':6,7]naphtho[1,2-b]xanthene-1,14-dione